4-(4-(3'-chloro-5-fluoro-2-methoxy-4'-(3-methyl-2-oxoimidazolidin-1-yl)-[1,1'-biphenyl]-3-yl)pyridin-2-yl)-3,4-dihydroquinoxaline-1(2H)-carboxylic acid tert-butyl ester C(C)(C)(C)OC(=O)N1CCN(C2=CC=CC=C12)C1=NC=CC(=C1)C=1C(=C(C=C(C1)F)C1=CC(=C(C=C1)N1C(N(CC1)C)=O)Cl)OC